FC1(CC2(C1)C[C@H](N(CC2)CC2=C1C=CN(C1=C(C=C2OC)C)C(=O)OC(C)(C)C)C=2C(=NC(=CC2)C(=O)OC)N2CC(C2)OC)F tert-butyl 4-{[(6S)-2,2-difluoro-6-[2-(3-methoxyazetidin-1-yl)-6-(methoxycarbonyl)pyridin-3-yl]-7-azaspiro[3.5]nonan-7-yl]methyl}-5-methoxy-7-methylindole-1-carboxylate